FC1(CC(CC1)CN1N=C(C(=C1C(=O)OCC)C)C(C)(F)F)F ethyl 1-((3,3-difluorocyclopentyl)methyl)-3-(1,1-difluoroethyl)-4-methyl-1H-pyrazole-5-carboxylate